P(O)(O)=O.C[SiH](C)C.C[SiH](C)C.C[SiH](C)C tris(trimethylsilane) phosphonate